C[C@H]1[C@]2([C@H](C[C@H]3[C@@H]4CC=C5C[C@H](CC[C@]5(C)[C@H]4CC[C@]23C)O)O[C@]12CC[C@@H](CO)CO2)O (25S)-Spirostan-5-en-3β,17α,27-triol